C1(CC(C(CC1)C(C)C)CC(=O)O)C.C(C)(=O)N(C1=C(C=C(C=C1)C1=CC=C(C=N1)C(=O)NCC=1C=NC=CC1)C)CC(C)C 6-[4-[acetyl-(isobutyl)amino]-3-methyl-phenyl]-N-(3-pyridylmethyl)pyridine-3-carboxamide menthyl-acetate